CC1=C(C(=O)C=CN1C)O The molecule is a member of the class of 4-pyridones that is pyridin-4(1H)-one substituted at positions 1 and 2 by methyl groups and at position 3 by a hydroxy group. A lipid-soluble iron-chelator used for treatment of thalassaemia. It has a role as an iron chelator and a protective agent.